C(C)(C)(C)OC(=O)N1CCC2(CC1)CCC(=CC2)C2=CC=CC=1N(CCOC12)C(=O)OCC1=CC=CC=C1 benzyl 8-(3-tert-butoxycarbonyl-3-azaspiro[5.5]undec-9-en-9-yl)-2,3-dihydro-1,4-benzoxazine-4-carboxylate